ethyl 1-(3-hydroxypropyl)-7-oxo-4,5,6,7-tetrahydro-1H-pyrazolo[3,4-c]pyridine-3-carboxylate OCCCN1N=C(C2=C1C(NCC2)=O)C(=O)OCC